(2R,4aS,6aS,9S,10E,12bR,14aS,14bR)-10-(cyanomethylidene)-9-methoxy-2,4a,6a,9,12b,14a-hexamethyl-11-oxo-1,2,3,4,4a,5,6,6a,9,10,11,12b,13,14,14a,14b-hexadecahydropicene-2-carboxylic acid C(#N)\C=C\1/[C@@](C2=CC=C3[C@]4(CC[C@]5(CC[C@](C[C@H]5[C@@]4(CC[C@]3(C2=CC1=O)C)C)(C(=O)O)C)C)C)(C)OC